C1(=CC=C(C=C1)S[C@@H]1[C@H](CCC1)C(=O)O)C (1R,2S)-2-(p-Tolylthio)cyclopentane-1-carboxylic acid